C(C=C)(=O)N1CCN(CC1)C1=NC=NC2=CC(=C(C=C12)C#N)C1=C(C=CC=C1)F 4-(4-acryloylpiperazin-1-yl)-7-(2-fluorophenyl)quinazoline-6-carbonitrile